4-methyl-3-((5-(1-methyl-1H-pyrazol-4-yl)-2-(methylamino)pyridin-3-yl)ethynyl)-N-(Pyridin-3-ylmethyl)benzamide CC1=C(C=C(C(=O)NCC=2C=NC=CC2)C=C1)C#CC=1C(=NC=C(C1)C=1C=NN(C1)C)NC